NC1=CC=C(C(=C1C(=O)N(C)C)F)C=1C(=C2C(=NC1)NC[C@]21C[C@H]([C@@H](C1)OC)O)Cl 6-Amino-3-((1S,3R,4R)-4'-chloro-3-hydroxy-4-methoxy-1',2'-dihydrospiro[cyclopentane-1,3'-pyrrolo[2,3-b]pyridin]-5'-yl)-2-fluoro-N,N-dimethylbenzamide